6-[(10S)-6-chloro-10-methyl-5-(trifluoromethyl)-1,9,12-triazatetracyclo[9.6.0.02,7.013,17]heptadec-2(7),3,5,8,11,13(17)-hexa-en-8-yl]-5-fluoro-pyridin-2-ol ClC1=C(C=CC=2N3C=4CCCC4N=C3[C@@H](N=C(C12)C1=C(C=CC(=N1)O)F)C)C(F)(F)F